CC1=C(C(=CC=C1)C)C=1C=C(C=O)C=CC1F 3-(2,6-dimethylphenyl)-4-fluoro-benzaldehyde